benzyl 4-methylsulfonyloxypiperidine-1-carboxylate CS(=O)(=O)OC1CCN(CC1)C(=O)OCC1=CC=CC=C1